Cl.Cl.Cl.Cl.C(C)N.C(C)N diethanamine tetrahydrochloride